CC1=CNC2=NC=C(C=C21)C=2C=C1CCN(CC1=C(C2)[C@H]2N(CCC2)C(=O)OC(C)(C)C)C2=CC(=NC=C2)C(F)(F)F tert-butyl (S)-2-(6-(3-methyl-1H-pyrrolo[2,3-b]pyridin-5-yl)-2-(2-(trifluoromethyl)pyridin-4-yl)-1,2,3,4-tetrahydroisoquinolin-8-yl)pyrrolidine-1-carboxylate